tetra-O-benzyl-D-galactopyranosyl chloride C(C1=CC=CC=C1)O[C@H]1C(O[C@@H]([C@@H]([C@@H]1OCC1=CC=CC=C1)OCC1=CC=CC=C1)COCC1=CC=CC=C1)Cl